CN1C([C@H]2N(C[C@@H](NC=3C=CC=C(C4=CC=CC=5NC(O[C@H](CCC1)C45)=O)N3)C2)C(=O)OC(C)(C)C)=O tert-butyl (8S,11S,17R)-13-methyl-12,19-dioxo-18-oxa-7,10,13,20,27-pentazapentacyclo[15.7.1.12,6.18,11.021,25]heptacosa-1(24),2,4,6(27),21(25),22-hexaene-10-carboxylate